O=C1NC(CCC1N1C(C=2C=CC=C(C2C1)C=O)=O)=O 2-(2,6-dioxopiperidin-3-yl)-1-oxoisoindoline-4-carbaldehyde